NC=1C=C(C(=O)NCC2=CC3=C(OCO3)C=C2)C=CC1C(C)(C)O 3-amino-N-(benzo[d][1,3]dioxol-5-ylmethyl)-4-(2-hydroxypropan-2-yl)benzamide